ClC1=CC(=C(C=C1)N1CCN(CC1)C1=C(C=CC=C1)N1CCOCC1)F N-{2-[4-(4-chloro-2-fluorophenyl)piperazin-1-yl]phenyl}morpholine